4-{6-bromo-[1,3]Oxazolo[5,4-b]Pyridin-2-yl}-6-(2-fluoroethoxy)pyrimidine BrC=1C=C2C(=NC1)OC(=N2)C2=NC=NC(=C2)OCCF